FC=1C(=C(C=C(C1)C(C)C)[C@H](C(=O)O)N1[C@@H]([C@@H](CC1)N(CCCCCC1=NC=2NCCCC2C=C1)C)C)OC (R)-2-(3-fluoro-5-isopropyl-2-methoxyphenyl)-2-((2R,3R)-2-methyl-3-(methyl(5-(5,6,7,8-tetrahydro-1,8-naphthyridin-2-yl)pentyl)amino)pyrrolidin-1-yl)acetic acid